2,2'-azobis-(2-methylbutanenitrile) N(=NC(C#N)(CC)C)C(C#N)(CC)C